COC1=CC=C2C(=N1)CC1CCC2N1 (±)-2-methoxy-6,7,8,9-tetrahydro-5H-5,8-epiminocyclohepta[b]pyridine